F[C@H]1[C@@H]2CC[C@H](C[C@H]1OC1=CC=C(N=N1)C=1C=C3C=CN(C(C3=CC1O)=O)C)N2 6-(6-(((1S,2S,3R,5R)-2-fluoro-8-azabicyclo[3.2.1]octan-3-yl)oxy)pyridazin-3-yl)-7-hydroxy-2-methylisoquinolin-1(2H)-one